(3R,5S,9R,10S,13R,17R)-17-((2R,5S)-5,6-dimethylheptan-2-yl)-10,13-dimethyl-2,3,4,5,6,7,9,10,11,12,13,15,16,17-tetradecahydro-1H-cyclopenta[a]phenanthrene C[C@@H](CC[C@@H](C)[C@H]1CCC2=C3CC[C@@H]4CCCC[C@@]4([C@H]3CC[C@]12C)C)C(C)C